N-(3-(4-acetyl-1H-pyrazol-1-yl)-4-hydroxyphenyl)-4-methylbenzenesulfonamide C(C)(=O)C=1C=NN(C1)C=1C=C(C=CC1O)NS(=O)(=O)C1=CC=C(C=C1)C